N1([C@@H](CCC1)C(=O)OCOP(=O)(OC(C)(C)C)OC(C)(C)C)C(=O)OCC1=CC=CC=C1 1-benzyl 2-(((di-tert-butoxyphosphoryl)oxy)methyl) (S)-pyrrolidine-1,2-dicarboxylate